Br.CNC1CN(CCC1)C=1C(=NC=NC1)O 5-(3-(methylamino)piperidin-1-yl)pyrimidin-4-ol hydrobromide